4-[7-(difluoromethyl)-5-methylpyrazolo[1,5-a]pyrimidine-3-carbonyl]-10,10-dimethyl-9-oxo-1-oxa-4-azaspiro[5.5]undec-7-ene-8-carbonitrile FC(C1=CC(=NC=2N1N=CC2C(=O)N2CCOC1(C2)C=C(C(C(C1)(C)C)=O)C#N)C)F